5-(6-Chloro-5-(4-(methyl-sulfonyl)piperazin-1-yl)-1H-indazol-1-yl)-2,3-difluoro-phenol ClC1=C(C=C2C=NN(C2=C1)C=1C=C(C(=C(C1)O)F)F)N1CCN(CC1)S(=O)(=O)C